COCCCOC1=C(C(=O)O)C=CC(=C1)S(=O)(=O)C 3-methoxypropoxy-4-methylsulfuryl-benzoic acid